4-[1-[[4-[[4-(trifluoromethyl)phenyl]methyl]pyrazolo[1,5-a]pyridine-3-carbonyl]amino]cyclopropyl]benzoic acid FC(C1=CC=C(C=C1)CC=1C=2N(C=CC1)N=CC2C(=O)NC2(CC2)C2=CC=C(C(=O)O)C=C2)(F)F